N-methoxy-N-methyl-2,3,4,9-tetrahydro-1H-carbazole-3-carboxamide CON(C(=O)C1CCC=2NC3=CC=CC=C3C2C1)C